1,4-bis(methylsulfanyl)benzene CSC1=CC=C(C=C1)SC